O=C1NC(CCC1N1C(C2=CC=C(C=C2C1)NCCCC(=O)N1CCN(CC1)C1CCN(CC1)C=1C(=CC2=C(C(C=3NC4=CC(=CC=C4C3C2=O)C#N)(C)C)C1)CC)=O)=O 8-(4-(4-(4-((2-(2,6-dioxopiperidin-3-yl)-1-oxoisoindolin-5-yl)amino)butyryl)piperazin-1-yl)piperidin-1-yl)-9-ethyl-6,6-dimethyl-11-oxo-6,11-dihydro-5H-benzo[b]carbazole-3-carbonitrile